C(CCCCCCCCCCCCCCCCC)(=O)N[C@@H](CO)[C@H](O)[C@H](O)CCCCCCCCCCCCCC N-Octadecanoylphytosphingosine